(8-chloronaphthalen-1-yl)-1-((S)-3-(cyanomethyl)piperazin-1-yl)-3-(((S)-1-methylpyrrolidin-2-yl)methoxy)-5,6,7,8-tetrahydro-2,6-naphthyridine-4-carbonitrile hydrochloride Cl.ClC=1C=CC=C2C=CC=C(C12)C1C=2C(=C(N=C(C2CCN1)N1C[C@@H](NCC1)CC#N)OC[C@H]1N(CCC1)C)C#N